(S)-2-((1H-pyrazolo[4,3-d]pyrimidin-7-yl)amino)-4-((2-((2-methylpyridin-3-yl)oxy)ethyl)(4-(5,6,7,8-tetrahydro-1,8-naphthyridin-2-yl)butyl)amino)butanoic acid N1N=CC=2N=CN=C(C21)N[C@H](C(=O)O)CCN(CCCCC2=NC=1NCCCC1C=C2)CCOC=2C(=NC=CC2)C